CN(CCN(C(=O)C=1N(C2=CC(=CC=C2C1)NC1=CC(=NC=C1)OC)CC(=O)C1=CC=C(C=C1)OC)C)C N-(2-(dimethylamino)ethyl)-1-(2-(4-methoxyphenyl)-2-oxoethyl)-6-((2-methoxypyridin-4-yl)amino)-N-methyl-1H-indole-2-carboxamide